2-(pyridazin-4-yl)-N-[5,6-dimethyl-3-[3-(trifluoromethyl)bicyclo[1.1.1]pentane-1-carbonyl]pyrazin-2-yl]tetrahydropyran-4-carboxamide N1=NC=C(C=C1)C1OCCC(C1)C(=O)NC1=NC(=C(N=C1C(=O)C12CC(C1)(C2)C(F)(F)F)C)C